tert-butyl 4-(1-hydroxybutan-2-yl)piperidine-1-carboxylate OCC(CC)C1CCN(CC1)C(=O)OC(C)(C)C